BrC1=CC(=C2C=C(NC2=C1F)C(=O)N(C([2H])([2H])[2H])C([2H])([2H])[2H])Cl 6-Bromo-4-chloro-7-fluoro-N,N-bis(methyl-d3)-1H-indole-2-carboxamide